C(C)OC(=O)C1=C(N=C(S1)C1=CC(=C(C=C1)OCC(C)C)C=O)C 2-(3-formyl-4-isobutoxy-phenyl)-4-methyl-thiazole-5-carboxylic acid ethyl ester